N-(3-(2-(difluoromethyl)-7-(methylsulfonyl)-2,3-dihydro-[1,4]dioxino[2,3-c]pyridin-5-yl)-1-methyl-1H-pyrrolo[2,3-c]pyridin-5-yl)acetamide FC(C1OC2=C(C(=NC(=C2)S(=O)(=O)C)C2=CN(C3=CN=C(C=C32)NC(C)=O)C)OC1)F